C(#N)C1=C(C=CC=C1Cl)Cl 1-cyano-2,6-dichlorobenzene